4-(2-(pyridin-4-yl)ethyl)-N-(4-((3-(trifluoromethoxy)benzyl)oxy)phenyl)piperazine-1-carboxamide N1=CC=C(C=C1)CCN1CCN(CC1)C(=O)NC1=CC=C(C=C1)OCC1=CC(=CC=C1)OC(F)(F)F